(S)-4,4-difluoro-1-((2S,4S)-5-oxo-4-(2-oxo-2-(piperazin-1-yl)ethyl)pyrrolidine-2-carbonyl)pyrrolidine-2-carbonitrile FC1(C[C@H](N(C1)C(=O)[C@H]1NC([C@@H](C1)CC(N1CCNCC1)=O)=O)C#N)F